diaminodiphenylmethane NC(C1=CC=CC=C1)(C1=CC=CC=C1)N